C1(=CC=CC=C1)C1=NC2=CC(=CC=C2C=C1)C1=NN2C(NCCC23CCCCC3)=C1C(=O)N 2'-(2-phenylquinolin-7-yl)-5',6'-dihydro-4'H-spiro[cyclohexane-1,7'-pyrazolo[1,5-a]pyrimidine]-3'-carboxamide